C(C1=CC=CC=C1)[C@@H]1N(C(OC1)=O)C(C[C@@H]1CN(CC1)C(=O)OC(C)(C)C)=O tert-butyl (3R)-3-[2-[(4S)-4-benzyl-2-oxo-oxazolidin-3-yl]-2-oxo-ethyl]pyrrolidine-1-carboxylate